COC1=CC=C(C=C1)COCCCCCCCCCCCCCCCCCC#CC(F)(F)F 1-methoxy-4-(20,20,20-trifluoroicos-18-ynoxymethyl)benzene